CC1=CC=C(C=C1)NC(=O)C1C(C1)C1=CC=CC=C1 N-(4-methylphenyl)-2-phenylcyclopropane-1-carboxamide